(indol-6-yl)-2,3-dihydro-quinazolin-4(1H)-one N1C=CC2=CC=C(C=C12)N1CNC(C2=CC=CC=C12)=O